ethyl 2-(4-(1,5-dimethyl-1H-indazol-4-yl)cyclohex-3-en-1-yl)acetate CN1N=CC2=C(C(=CC=C12)C)C1=CCC(CC1)CC(=O)OCC